C(=O)([O-])C=1OC2=CC=CC(=C2C(C1)=O)OCC(COC1=C2C(C=C(OC2=CC=C1)C(=O)[O-])=O)O 5-[3-(2-carboxylato-4-oxochromen-5-yl)oxy-2-hydroxypropoxy]-4-oxochromene-2-carboxylate